O=C1NC(CCC1N1C(C2=CC=CC(=C2C1)N(C1CCC(CC1)C(=O)N)CCCCC)=O)=O (1s,4s)-4-((2-(2,6-dioxopiperidin-3-yl)-1-oxoisoindolin-4-yl)(pentyl)amino)cyclohexanecarboxamide